FC1=C(C=CC(=C1)F)NC1=C(C=C(C=C1)N=S(=O)(C)C)C=1C2=C(C(N(C1)C)=O)NC=C2 4-{2-(2,4-difluorophenyl)amino-5-[dimethyl(oxo)-λ6-sulfanylidene]aminophenyl}-6-methyl-1,6-dihydro-7H-pyrrolo[2,3-c]pyridin-7-one